N-(2-(2,6-dioxopiperidin-3-yl)-1-oxoisoindolin-5-yl)-2-(4-methoxyphenyl)acetamide O=C1NC(CCC1N1C(C2=CC=C(C=C2C1)NC(CC1=CC=C(C=C1)OC)=O)=O)=O